4-amino-3-(((4-ethyl-4H-1,2,4-triazol-3-yl)methyl)amino)benzoic acid methyl ester COC(C1=CC(=C(C=C1)N)NCC1=NN=CN1CC)=O